C(C)(C)(C)C1=CC=C(CNC(=O)C=2C=C3C(=C(N(C3=CC2)CC2=CC=C(C=C2)C=2C(=CC=CC2)C(=O)OC(C)(C)C)C)C)C=C1 tert-Butyl 4'-((5-(4-tert-butylbenzylcarbamoyl)-2,3-dimethyl-1H-indol-1-yl)methyl)biphenyl-2-carboxylate